(R)-7-methoxy-2-methyl-6-(1-methyl-1H-pyrazol-4-yl)-N-(1-(3-nitro-5-(Trifluoromethyl)phenyl)ethyl)pyrido[2,3-d]pyrimidin-4-amine COC=1C(=CC2=C(N=C(N=C2N[C@H](C)C2=CC(=CC(=C2)C(F)(F)F)[N+](=O)[O-])C)N1)C=1C=NN(C1)C